3-[(3-chloro-2-methoxyphenyl)amino]-2-(3-{[(2R)-1-[(2E)-4-(3-fluoroazetidin-1-yl)but-2-enoyl]azetidin-2-yl]methoxy}pyridin-4-yl)-1H,5H,6H,7H-pyrrolo[3,2-c]pyridin-4-one ClC=1C(=C(C=CC1)NC1=C(NC2=C1C(NCC2)=O)C2=C(C=NC=C2)OC[C@@H]2N(CC2)C(\C=C\CN2CC(C2)F)=O)OC